COC(C1=C(C(=C(C(=C1)CC1=C(C(=NC=C1)N)F)F)F)NC1=C(C=C(C(=C1)Cl)I)F)=O 5-((2-amino-3-fluoropyridin-4-yl)methyl)-2-((5-chloro-2-fluoro-4-iodophenyl)amino)-3,4-difluorobenzoic acid methyl ester